N-[2,4-difluoro-3-(8-methyl-2-methylsulfonyl-7-oxopyrido[2,3-d]pyrimidin-6-yl)phenyl]cyclopentane-sulfonamide FC1=C(C=CC(=C1C1=CC2=C(N=C(N=C2)S(=O)(=O)C)N(C1=O)C)F)NS(=O)(=O)C1CCCC1